menthoxy-2-methyl-1,2-dihydroxypropane C1(CC(C(CC1)C(C)C)OC(C(C)(O)C)O)C